C1(CCC1)CN[C@H]1CN(CCC1)C1=CC=C(N=N1)CN1N=NC(=C1)C1=NC2=CC=CC=C2C(N1)=O (R)-2-(1-((6-(3-((cyclobutylmethyl)amino)piperidin-1-yl)pyridazin-3-yl)methyl)-1H-1,2,3-triazol-4-yl)quinazolin-4(3H)-one